C[C@H](CCCCCCCCCCC(=O)O)CC (s)-12-methyltetradecanoic acid